2,3,6-trifluoro-N-(3-fluoro-4-(1-methyl-3-(trifluoromethyl)-1H-pyrazol-5-yl)phenyl)benzamide FC1=C(C(=O)NC2=CC(=C(C=C2)C2=CC(=NN2C)C(F)(F)F)F)C(=CC=C1F)F